ClC=1C=C2C(=NC(=NC2=C(C1C1=CC=C(C2=C1N=C(S2)NC(OC(C)(C)C)=O)F)F)OCC21CCCN1CCC2)SC tert-butyl (4-(6-chloro-8-fluoro-4-(methylthio)-2-((tetrahydro-1H-pyrrolizin-7a(5H)-yl)methoxy)quinazolin-7-yl)-7-fluorobenzo[d]thiazol-2-yl)carbamate